2-(hex-1-yn-1-yl)-3-methylcyclopent-2-en-1-one C(#CCCCC)C=1C(CCC1C)=O